O\N=C\C1=CC(=CC=2N1N=C(C2)C)C(=O)OC methyl (E)-7-((hydroxyimino)methyl)-2-methylpyrazolo[1,5-a]pyridine-5-carboxylate